C12C(CC(CC1)C2)N2C(C=CC1=C2N=C(N=C1)NC1=CC=C(C=C1)N1CCC(CC1)CCCO)=O 8-Bicyclo[2.2.1]hept-2-yl-2-{4-[4-(3-hydroxypropyl)piperidin-1-yl]phenylamino}-8H-pyrido[2,3-d]pyrimidin-7-one